4-amino-N-(6-methyl-1-((2,3,4,5-tetrafluorophenyl)amino)isoquinolin-5-yl)quinazoline-8-carboxamide NC1=NC=NC2=C(C=CC=C12)C(=O)NC1=C2C=CN=C(C2=CC=C1C)NC1=C(C(=C(C(=C1)F)F)F)F